NC=1C(=NSC1C(=O)OC)C1=CN(C(C=C1)=O)C METHYL 4-AMINO-3-(1-METHYL-6-OXO-1,6-DIHYDROPYRIDIN-3-YL)ISOTHIAZOLE-5-CARBOXYLATE